(3,4-Dichlorophenyl)(4,5,6,9,10,12-hexahydro-11H-[1,3]oxazolo[4,5-c]pyrido-[4',3':3,4]pyrazolo[1,5-a]azepin-11-yl)methanone ClC=1C=C(C=CC1Cl)C(=O)N1CC=2C(=NN3C2C2=C(CCC3)OC=N2)CC1